(9-fluoro-3,5-dihydro-2H-pyrido[3,4-f][1,4]oxazepin-4-yl)-[1-(5-fluoropyrimidin-2-yl)-3,6-dihydro-2H-pyridin-4-yl]methanone FC1=CN=CC=2CN(CCOC21)C(=O)C=2CCN(CC2)C2=NC=C(C=N2)F